3-(2,4,4-trimethylcyclohexyl)urea CC1C(CCC(C1)(C)C)NC(N)=O